1-mercapto-octane SCCCCCCCC